OB1OC=2C(=C3C(=NC2)NC=C3)C(=C1)C1CN(CCC1C)C(=O)OC(C)(C)C tert-butyl 3-(7-hydroxy-3,7-dihydro-[1,2]oxaborinino[5,6-d]pyrrolo[2,3-b]pyridin-9-yl)-4-methylpiperidine-1-carboxylate